CC1(COC1)CC(=O)OCOC(N(C)[C@@]1(C(CCCC1)=O)C1=C(C=CC=C1)Cl)=O (R)-(((1-(2-chlorophenyl)-2-oxocyclohexyl)(methyl)carbamoyl)oxy)methyl 2-(3-methyloxetan-3-yl)acetate